4-(3-Chloropropoxy)-3-fluorobenzaldehyde ClCCCOC1=C(C=C(C=O)C=C1)F